1-((5-methoxy-2-(2-methyl-3'-(3-morpholinopropoxy)-[1,1'-biphenyl]-3-yl)benzo[d]oxazol-6-yl)methyl)piperidine-2-acetic acid COC=1C(=CC2=C(N=C(O2)C=2C(=C(C=CC2)C2=CC(=CC=C2)OCCCN2CCOCC2)C)C1)CN1C(CCCC1)CC(=O)O